C(C)(=O)[O-].C(C)(=O)[O-].C(C)(=O)[O-].C(C)(=O)[O-].[Mo+4] molybdenum tetraacetate